amino-N-(6-amino-5-((2-hydroxyphenyl)diazenyl)pyridin-2-yl)acetamide NCC(=O)NC1=NC(=C(C=C1)N=NC1=C(C=CC=C1)O)N